N-[(4-benzyl-1,4-oxazepan-2-yl)methyl]-2,2,2-trifluoro-acetamide C(C1=CC=CC=C1)N1CC(OCCC1)CNC(C(F)(F)F)=O